7-(8-ethynyl-7-fluoronaphthalen-1-yl)-8-fluoro-2-(((2R,7aS)-2-fluorotetrahydro-1H-pyrrolizin-7a(5H)-yl)methoxy)-5-methoxy-N-methyl-N-((R)-pyrrolidin-3-yl)pyrido[4,3-d]pyrimidin-4-amine C(#C)C=1C(=CC=C2C=CC=C(C12)C1=C(C=2N=C(N=C(C2C(=N1)OC)N([C@H]1CNCC1)C)OC[C@]12CCCN2C[C@@H](C1)F)F)F